2-methoxy-4-(1-methoxyethyl)phenol COC1=C(C=CC(=C1)C(C)OC)O